CC1(CCCC(N1)(C)C)C 6,2,2,6-tetramethylpiperidine